ClC=1C(=C(C(N(N1)C)=O)C)C 6-chloro-2,4,5-trimethylpyridazin-3(2H)-one